BrC1=CC=C(C=C1)C=1N=NC=CC1 3-(4-bromophenyl)pyridazine